CC1=CC([C@H]2C([C@@H]1C2)(C)C)=O (S)-(1R,5R)-4,6,6-trimethylbicyclo[3.1.1]hept-3-en-2-one